FC1=C(C=C(C=C1)F)C1=CC=C(C=C1)N1C(N(CCC1)C=1SC(=C(N1)C)S(=O)(=O)NC)=O 2-(3-(2',5'-Difluoro-[1,1'-biphenyl]-4-yl)-2-oxotetrahydropyrimidin-1(2H)-yl)-N,4-dimethylthiazole-5-sulfonamide